BrC=1N(C2=C(C(=CC=C2C1SC=1C(=C(C=CC1)C(C(=O)O)(C)C)F)Cl)F)C=1C=NN(C1)CC 2-(3-((2-bromo-6-chloro-1-(1-ethyl-1H-pyrazol-4-yl)-7-fluoro-1H-indol-3-yl)thio)-2-fluorophenyl)-2-methylpropanoic acid